N-(tert-butyl)-5-isobutyl-3-(2-methyl-4-((2-methyl-1H-imidazol-1-yl)methyl)phenyl)thiophene-2-sulfonamide C(C)(C)(C)NS(=O)(=O)C=1SC(=CC1C1=C(C=C(C=C1)CN1C(=NC=C1)C)C)CC(C)C